C(C)(=O)NC1=NC=CC(=C1)C1=NC(=CC(=C1)C=1C=C(C=CC1C)NC(C1=CC(=NC=C1)C(F)(F)F)=O)OCCO[Si](C)(C)C(C)(C)C N-(3-(2'-acetamido-6-(2-((tert-butyldimethylsilyl)oxy)ethoxy)-[2,4'-bipyridyl]-4-yl)-4-methylphenyl)-2-(trifluoromethyl)isonicotinamide